(2-methyl-1-oxo-1-(((3-(thiazol-2-ylsulfanyl)pyridin-2-yl)methyl)amino)propan-2-yl)carbamic acid tert-butyl ester C(C)(C)(C)OC(NC(C(NCC1=NC=CC=C1SC=1SC=CN1)=O)(C)C)=O